O=C1N(C(C2=CC=CC=C12)=O)CCOC1=C(C(=O)[O-])C=CC(=C1)OC 2-(1,3-dioxoisoindolin-2-yl)ethoxy-4-methoxybenzoate